FC=1C=C(C=C(C1N1CCC(CC1)C(F)(F)F)F)NC1=CC=C(CNC(C(=O)[O-])=O)C=C1 2-((4-((3,5-difluoro-4-(4-(trifluoromethyl) piperidin-1-yl) phenyl) amino) benzyl) amino)-2-oxoacetate